FC=1C=C(CCC=2C=C3N(C(N2)=O)CC2N3CCC2)C=CC1 3-(3-fluorophenethyl)-7,8,8a,9-tetrahydropyrrolo[1',2':3,4]imidazo[1,2-c]pyrimidin-1(6H)-one